ClC1=C(C(=CC=C1)Cl)C(C)N1N=CC(=C1)NC(=O)C1=NOC(=C1)C=1SC=CC1 N-(1-(1-(2,6-dichlorophenyl)ethyl)-1H-pyrazol-4-yl)-5-(thiophen-2-yl)isoxazole-3-carboxamide